2-(((1R)-1-(2-cyano-7-methyl-3-(1-methyl-2-oxopiperidin-4-yl)quinoxalin-5-yl)ethyl)amino)benzoic acid C(#N)C1=NC2=CC(=CC(=C2N=C1C1CC(N(CC1)C)=O)[C@@H](C)NC1=C(C(=O)O)C=CC=C1)C